The molecule is an imidazolidine-2,4-dione substituted by a guanidino group at position 5. It is a member of guanidines and an imidazolidine-2,4-dione. It derives from a hydantoin. C1(C(=O)NC(=O)N1)N=C(N)N